C(=O)C1C2C(C1C2)C#N 4-formylbicyclo[1.1.1]pentane-2-carbonitrile